BrC1=C(C=C(C(=O)N2CC=3N(CC2C)C(N(C3C(=O)NCC3=C(C=CC=C3)C3=NC=NC=C3)C3=CC=C(C=C3)N3N=CC=C3)=O)C=C1)Cl 7-(4-bromo-3-chloro-benzoyl)-6-methyl-3-oxo-2-(4-pyrazol-1-ylphenyl)-N-[(2-pyrimidin-4-ylphenyl)methyl]-6,8-dihydro-5H-imidazo[1,5-a]pyrazine-1-carboxamide